BrC1(CC12CCN(CC2)C(=O)OC(C)(C)C)Br (5R)-1,1-dibromo-6-(tert-butoxycarbonyl)-6-azaspiro[2.5]Octane